(Z)-3-(3-(2-chloro-6-fluorophenyl)-4-(thiazol-2-yl)isoxazol-5-yl)-4-(dimethyl-amino)-1,1,1-trifluorobut-3-en-2-one ClC1=C(C(=CC=C1)F)C1=NOC(=C1C=1SC=CN1)/C(/C(C(F)(F)F)=O)=C/N(C)C